FC(C1=CN=NN1CC(=O)O)F 2-(5-(difluoromethyl)-1H-1,2,3-triazol-1-yl)acetic acid